[C@H]12CC(C[C@H](CCC1)N2)N(C2=CC=C(N=N2)C2=C(C=C(C=C2)/C=C/C(=O)N2CCOCC2)O)C (E)-3-(4-(6-(((1R,3s,5S)-9-azabicyclo[3.3.1]nonan-3-yl)(methyl)amino)pyridazin-3-yl)-3-hydroxyphenyl)-1-morpholinoprop-2-en-1-one